ClC1=C(C=C2C=C(C(NC2=C1)=O)C=1C=C(C=CC1)CC(=O)O)C=1C=NC(=CC1)C1=C(C=CC=C1)O 2-(3-(7-chloro-6-(6-(2-hydroxyphenyl)pyridin-3-yl)-2-oxo-1,2-dihydroquinolin-3-yl)phenyl)acetic acid